C(CCCCCCC\C=C/C\C=C/CCCCC)(=O)OC[C@@H](OC(CCCCCCC\C=C/C\C=C/CCCCC)=O)CO 1,2-bis-linoleoyl-sn-glycerol